5-((R)-1-(((R)-tert-butylsulfinyl)amino)ethyl)-N-hydroxythiophene-2-carboxamidine C(C)(C)(C)[S@@](=O)N[C@H](C)C1=CC=C(S1)C(=N)NO